C(C=C)(=O)N1CC2=CC(=CC=C2C[C@H]1C(=O)OC)C1=CC=C(C=C1)C(F)(F)F methyl (S)-2-acryloyl-7-(4-(trifluoromethyl)phenyl)-1,2,3,4-tetrahydroisoquinoline-3-carboxylate